Ethylene Glycol Allyl Ether C(C=C)OCCO